N=1C=CN2C1C=C(C=C2)C(C)=O 1-(imidazo[1,2-a]pyridin-7-yl)ethan-1-one